ClC1=C(C(=CC=C1)Cl)C=CC(C=CC1=CC=C(C=C1)O)=O 1-(2,6-dichlorophenyl)-5-(4-hydroxyphenyl)-1,4-pentadien-3-one